7-chloro-2-iodo-pyrazolo[1,5-a]pyridine ClC1=CC=CC=2N1N=C(C2)I